6-[5-[5-[(1R)-1-(3,5-dichloro-2-methyl-4-pyridyl)ethoxy]-1H-indazol-3-yl]-2-pyridyl]-2-oxa-6-azaspiro[3.3]heptane ClC=1C(=NC=C(C1[C@@H](C)OC=1C=C2C(=NNC2=CC1)C=1C=CC(=NC1)N1CC2(COC2)C1)Cl)C